1,2-bis[4-(4-aminophenoxy)phenyl]ethane NC1=CC=C(OC2=CC=C(C=C2)CCC2=CC=C(C=C2)OC2=CC=C(C=C2)N)C=C1